FC1=C(C=CC=C1)[C@H]1NCC[C@H](C1)C(=O)OC |r| rac-methyl (2S,4R)-2-(2-fluorophenyl)piperidine-4-carboxylate